glutarimide hydrochloride salt Cl.C1(CCCC(N1)=O)=O